methyl 5-[(3S,5R)-4-tert-butoxycarbonyl-3,5-dimethyl-piperazin-1-yl]pyrazino[2,3-d]pyridazine-8-carboxylate C(C)(C)(C)OC(=O)N1[C@H](CN(C[C@H]1C)C1=C2C(=C(N=N1)C(=O)OC)N=CC=N2)C